C(CC(C)C)C=1CCCC1 2-isopentylcyclopent-2-en